(R and S)-2-(7-(1-methylpiperidin-3-yl)-7H-imidazo[4,5-c]pyridazin-3-yl)-5-(trifluoromethyl)phenol CN1C[C@@H](CCC1)N1C=NC2=C1N=NC(=C2)C2=C(C=C(C=C2)C(F)(F)F)O |r|